CC1=NC(=CC(=C1)OC[C@H]1N(C[C@@H](NC1)C)C(=O)OCC1=CC=CC=C1)C benzyl (2S,5S)-2-(((2,6-dimethylpyridin-4-yl)oxy)methyl)-5-methylpiperazine-1-carboxylate